C(C)C1(CN(CCC1)C1=C2C(=NC=C1)N(C=C2C=2SC(=CN2)C)COCC[Si](C)(C)C)N 3-ethyl-1-[3-(5-methylthiazol-2-yl)-1-(2-trimethylsilylethoxymethyl)-pyrrolo[2,3-b]Pyridin-4-yl]Piperidin-3-amine